OC[C@H](N)[C@H](O)\C=C\CCCCCCCCCCCCC anti-sphingosine